(S)-1-amino-1'-(1-methyl-6-oxo-5-(pyrazin-2-yl)-1,6-dihydropyrimidin-2-yl)-1,3-dihydrospiro[indene-2,4'-piperidine]-7-carbonitrile N[C@@H]1C2=C(C=CC=C2CC12CCN(CC2)C=2N(C(C(=CN2)C2=NC=CN=C2)=O)C)C#N